C(C)(C)(C)N1N=C(C=2C1=NC(=CC2)C(=O)N2C(CN(CC2)C2=NC(=C(C(=O)OC)C(=C2)C)C)(C)C)C2=CC(=C(C=C2)Cl)F methyl 6-(4-(1-(tert-butyl)-3-(4-chloro-3-fluorophenyl)-1H-pyrazolo[3,4-b]pyridine-6-carbonyl)-3,3-dimethylpiperazin-1-yl)-2,4-dimethylnicotinate